(S)-1-(4-(aminomethyl)-1-oxo-1,2-dihydro-phthalazin-6-yl)-N-(5,6,7,8-tetrahydroquinolin-8-yl)-N-((5-(trifluoromethyl)pyridin-2-yl)methyl)cyclopropane-1-carboxamide NCC1=NNC(C2=CC=C(C=C12)C1(CC1)C(=O)N(CC1=NC=C(C=C1)C(F)(F)F)[C@H]1CCCC=2C=CC=NC12)=O